N-(2-fluoro-3-methyl-4-((3-methyl-3H-imidazo[4,5-b]pyridin-6-yl)oxy)phenyl)-6-(meth-ylsulfinyl)pyrimido[5,4-d]pyrimidin-4-amine FC1=C(C=CC(=C1C)OC=1C=C2C(=NC1)N(C=N2)C)NC=2C1=C(N=CN2)C=NC(=N1)S(=O)C